CC1(N(CCN(C1)C(CC1=CNC2=CC(=CC=C12)F)=O)C)C(=O)O.C(C=CC=CC=CC=CC=CCCCCCCCCC)(=O)N(C)CC(=O)O N-eicosapentaenoyl-sarcosine Methyl-4-[2-(6-fluoro-1H-indol-3-yl)acetyl]-1-methyl-piperazine-2-carboxylate